NC(C(CCOC=1C(=C(C=CC1F)C1=CC=2N(C=C1)N=C(N2)N)F)(F)F)(C)C2=CC=C(C=C2)F 7-(3-((4-amino-3,3-difluoro-4-(4-fluorophenyl)pentyl)oxy)-2,4-difluorophenyl)-[1,2,4]triazolo[1,5-a]pyridin-2-amine